Methyl (2S)-2-[[(4-tert-butylphenoxy)-(2,3,4,5,6-pentafluorophenoxy)phosphoryl]amino]propanoate C(C)(C)(C)C1=CC=C(OP(=O)(OC2=C(C(=C(C(=C2F)F)F)F)F)N[C@H](C(=O)OC)C)C=C1